rac-(2R,5R)-2-(3-bromophenyl)-5-methyl-piperidin-4-one BrC=1C=C(C=CC1)[C@@H]1NC[C@H](C(C1)=O)C |r|